beta-piperazinyl-propyl-methyldimethoxysilane methyl-1-(1-(difluoromethyl)cyclopropyl)-6-oxo-4-(((trifluoromethyl)sulfonyl)oxy)-1,6-dihydropyridine-3-carboxylate COC(=O)C1=CN(C(C=C1OS(=O)(=O)C(F)(F)F)=O)C1(CC1)C(F)F.N1(CCNCC1)C(C[Si](OC)(OC)C)C